N-(cyclohexyl)-3-aminopropyl-trimethoxy-silane C1(CCCCC1)NCCC[Si](OC)(OC)OC